3-(5-((3,8-diazabicyclo[3.2.1]octan-8-yl)methyl)-1-oxoisoindolin-2-yl)piperidine-2,6-dione C12CNCC(CC1)N2CC=2C=C1CN(C(C1=CC2)=O)C2C(NC(CC2)=O)=O